3-(Difluoromethyl)-1-methyl-N-[(3R)-1,1,3-trimethyl-2,3-dihydro-1H-inden-4-yl]-1H-pyrazole-4-carboxamide FC(C1=NN(C=C1C(=O)NC1=C2[C@@H](CC(C2=CC=C1)(C)C)C)C)F